ClC1=NC2=C(C3=CC=CC=C13)N(C1=CC3=C(C=C12)OCO3)CCCC(=O)NO 4-(5-chloro-12H-[1,3]dioxolo[4',5':5,6]indolo[3,2-c]isoquinolin-12-yl)-N-hydroxybutyramide